3-[[5,7-Difluoro-2-(4-fluorophenyl)-1H-indol-3-yl]methyl]-N-(2-hydroxyethyl)cyclobutane-1-carboxamide FC=1C=C2C(=C(NC2=C(C1)F)C1=CC=C(C=C1)F)CC1CC(C1)C(=O)NCCO